NC=1SC2=C(N1)C(=CC=C2)C2=C(C=C1C(=NC(=NC1=C2F)OCC21CCCN1C(CC2)=O)N2CCNCC(C2)(F)F)Cl 7a-(((7-(2-aminobenzo[d]-thiazol-4-yl)-6-chloro-4-(6,6-difluoro-1,4-diazepan-1-yl)-8-fluoroquinazolin-2-yl)oxy)methyl)hexahydro-3H-pyrrolizin-3-one